2,3-dimethyl-2,3-diphenyl-5-hexene CC(C)(C(CC=C)(C1=CC=CC=C1)C)C1=CC=CC=C1